O=C1N(CCC(N1)=O)C1=NOC2=C1C=CC(=C2)C2CCN(CC2)CC(=O)OC(C)(C)C tert-butyl 2-[4-[3-(2,4-dioxohexahydropyrimidin-1-yl)-1,2-benzoxazol-6-yl]-1-piperidyl]acetate